6-Chloro-1-methyl-8-[3-(5-trifluoromethyl-furan-2-ylmethoxy)-phenyl]-9H-pyrido[3,4-b]indole ClC=1C=C2C3=C(NC2=C(C1)C1=CC(=CC=C1)OCC=1OC(=CC1)C(F)(F)F)C(=NC=C3)C